C(C)(C)(C)OC(=O)N1CC2(CC2)C(C1CC1=C(C(=CC=C1)Br)OC)=O 6-(3-bromo-2-methoxybenzyl)-7-oxo-5-azaspiro[2.4]Heptane-5-carboxylic acid tert-butyl ester